5-((2-(6,8-dioxa-2-azaspiro[3.5]nonan-7-yl)ethyl)(4-chloro-3-fluorobenzyl)amino)picolinonitrile C1NCC12COC(OC2)CCN(C=2C=CC(=NC2)C#N)CC2=CC(=C(C=C2)Cl)F